CC(C(=O)N1[C@@H](CN[C@H](C1)C1=CC=C(C=C1)N1CCN(CC1)C)C)C 2-methyl-1-[(2R,5S)-2-methyl-5-[4-(4-methylpiperazin-1-yl)phenyl]piperazin-1-yl]propan-1-one